N-[2-[4-(2-tetrahydropyran-4-yl-3H-imidazo[4,5-b]pyridin-7-yl)piperidine-1-carbonyl]-5-(trifluoromethoxy)phenyl]acetamide O1CCC(CC1)C1=NC=2C(=NC=CC2C2CCN(CC2)C(=O)C2=C(C=C(C=C2)OC(F)(F)F)NC(C)=O)N1